Cl.Cl.C1=NC=CC2=C(C=CC=C12)NC(=O)C1CNCC1C=1SC=CN1 N-(Isoquinolin-5-yl)-4-(1,3-thiazol-2-yl)pyrrolidine-3-carboxamide dihydrochloride